Cl.FC1=CC2=C(C(=NO2)C2CCNCC2)C=C1 6-fluoro-3-(4-piperidinyl)-1,2-benzisoxazole hydrochloride